C1(=CC=CC=C1)C(CC=1C=NC=CC1)C1=CC=C(C=C1)C 3-(2-phenyl-2-(p-tolyl)ethyl)pyridine